C(C)(C)(C)OC(=O)N1CCC2(CC(OC2)C)CC1 3-methyl-2-oxa-8-azaspiro[4.5]decane-8-carboxylic acid tert-butyl ester